tert-butyl 4-[(1-benzyloxycarbonylazetidin-3-yl)oxymethyl]piperidine-1-carboxylate C(C1=CC=CC=C1)OC(=O)N1CC(C1)OCC1CCN(CC1)C(=O)OC(C)(C)C